C1(CCCC1)N1N=C(C=C1C1=C(C=CC=C1)C(C)(F)F)C(=O)N[C@H](CC(=O)O)CCN1C[C@@H](CCC1)F (3S)-3-({1-cyclopentyl-5-[2-(1,1-difluoroethyl)phenyl]-1H-pyrazol-3-yl}formamido)-5-[(3R)-3-fluoropiperidin-1-yl]pentanoic acid